(E)-3-(4-(3-(methoxycarbonyl)phenoxy)phenyl)acrylic acid COC(=O)C=1C=C(OC2=CC=C(C=C2)/C=C/C(=O)O)C=CC1